1-bromo-3,5-dimethoxy-benzene BrC1=CC(=CC(=C1)OC)OC